[1,1':3',1''-terphenyl]-3,3'',5,5''-tetracarboxylate C1(=CC(=CC(=C1)C(=O)[O-])C(=O)[O-])C1=CC(=CC=C1)C1=CC(=CC(=C1)C(=O)[O-])C(=O)[O-]